N-[2-(chloromethyl)imidazo[1,2-a]pyridin-6-yl]-1-methyl-indazole-5-carboxamide ClCC=1N=C2N(C=C(C=C2)NC(=O)C=2C=C3C=NN(C3=CC2)C)C1